6-chloro-3-(((R)-1-(2-cyano-3-((S)-3-(dimethylcarbamoyl)pyrrolidin-1-yl)-7-methylquinoxalin-5-yl)ethyl)amino)picolinic acid ClC1=CC=C(C(=N1)C(=O)O)N[C@H](C)C1=C2N=C(C(=NC2=CC(=C1)C)C#N)N1C[C@H](CC1)C(N(C)C)=O